ClC1=NC(=NC(=N1)Cl)C=CC1=CC=CC=C1 2,4-dichloro-6-styrenyl-1,3,5-triazine